O[C@@H]1C[C@H](NCC12CCC2)C=O ((7S,9R)-9-hydroxy-6-azaspiro[3.5]nonan-7-yl)methanone